C(C)N1C=NC2=C1N=NC=C2C=2C=CC(=C(C2)O)F 5-(7-Ethyl-7H-imidazo[4,5-c]pyridazin-4-yl)-2-fluorophenol